rac-1-tert-butyl 2-methyl 4-methylidenepyrrolidine-1,2-dicarboxylate C=C1C[C@@H](N(C1)C(=O)OC(C)(C)C)C(=O)OC |r|